bis(t-butyl) pyrocarbonate C(OC(C)(C)C)(=O)OC(=O)OC(C)(C)C